ClC=1C(=C(C(=CC1)N1N=NN=C1)C=1C=CC(=[N+](C1)[O-])[C@@H](C[C@@H]1C(C1)(F)F)N1N=CC(=C1)C=1N=NN(C1)C(F)F)F |o1:19| (S)-5-(3-Chloro-2-fluoro-6-(1H-tetrazol-1-yl)phenyl)-2-((R*)-2-(2,2-difluorocyclopropyl)-1-(4-(1-(difluoromethyl)-1H-1,2,3-triazol-4-yl)-1H-pyrazol-1-yl)ethyl)pyridine 1-oxide